C(\C=C\C(=O)O)(=O)O.O water, Fumarate salt